Cl.COC(C(C1CC(C1)(F)F)N)=O 2-amino-2-(3,3-difluorocyclobutyl)acetic acid methyl ester hydrochloride